2,4-Dimethylbenzenemethanamine CC1=C(C=CC(=C1)C)CN